tert-butyl 1-(tosyloxy)-3,6,9,12,15,18,21,24-octaoxaheptacosan-27-oate S(=O)(=O)(C1=CC=C(C)C=C1)OCCOCCOCCOCCOCCOCCOCCOCCOCCC(=O)OC(C)(C)C